tert-Butyl (S)-(1-((3-(trifluoromethoxy)phenyl)amino)hexan-2-yl)-carbamate FC(OC=1C=C(C=CC1)NC[C@H](CCCC)NC(OC(C)(C)C)=O)(F)F